CN1CC2(C1)CCN(CC2)C2=CC=C(N)C=C2 4-(2-methyl-2,7-diazaspiro[3.5]non-7-yl)aniline